(R)-phenylalanine methyl ester COC([C@H](N)CC1=CC=CC=C1)=O